C(C1CO1)C(C1CC(CCC1)C(N)(CC1CO1)CC1CO1)(N)CC1CO1 1,3-bis(diglycidyl-aminomethyl)cyclohexane